C(C)(C)(C)OC(=O)N1CCC2(CCN(C2=O)[C@H](C(=O)O)C(C)C)CC1 (2S)-2-(8-tert-butoxycarbonyl-1-oxo-2,8-diazaspiro[4.5]decan-2-yl)-3-methyl-butanoic acid